ethyl-bisCyclopentadienyl-iron C(C)[Fe](C1C=CC=C1)C1C=CC=C1